C1(=CC=CC=C1)[Se]CC(C1=CC=C(C=C1)C)NC1=CC=CC=C1 N-(2-(phenylseleno)-1-(p-tolyl)ethyl)aniline